2,2-dimethyl-propionate CC(C(=O)[O-])(C)C